ClC1=CC(=NC=N1)OC1=C(C=CC=C1)C(C(=O)OC)=C(OC)OC methyl 2-(2-((6-chloropyrimidin-4-yl) oxy) phenyl)-3,3-dimethoxyacrylate